COC=1C=C2C(=C3C(=NC2=CC1C#N)CCCCCC3)NC3CCNCC3 2-methoxy-12-[(piperidin-4-yl)amino]-6H,7H,8H,9H,10H,11H-cycloocta[b]quinoline-3-carbonitrile